(Z)-5-(benzo[d][1,3]dioxol-5-ylmethylene)-2-((cyclopropylmethyl)(methyl)amino)-3,5-dihydro-4H-imidazol-4-one O1COC2=C1C=CC(=C2)\C=C/2\C(NC(=N2)N(C)CC2CC2)=O